NC=1C=NN(C1N)CCO 4,5-diamino-1-(hydroxyethyl)pyrazole